CC1=C(C=C(O[C@@H](C)[C@H]2N(CC2)C(=O)OC(C)(C)C)C=C1)C(NC1(CC1)C1=C2C=CC=NC2=CC(=C1)C=C)=O tert-butyl (s)-2-((s)-1-(4-methyl-3-((1-(7-vinylquinolin-5-yl)cyclopropyl)carbamoyl)phenoxy)ethyl)azetidine-1-carboxylate